7-fluoro-2-(4-(methylsulfonyl)phenyl)-6-(r-(oxetan-3-ylmethyl)-[1,4'-bipiperidin]-4-yl)-1H-benzo[d]imidazole FC1=C(C=CC2=C1NC(=N2)C2=CC=C(C=C2)S(=O)(=O)C)C2C[C@@H](N(CC2)C2CCNCC2)CC2COC2